4-(2-aminoethyl)phenyl trifluoromethanesulfonate FC(S(=O)(=O)OC1=CC=C(C=C1)CCN)(F)F